mesaconic amide C(\C(\C)=C\C(=O)O)(=O)N